2-(4-(4-((2-(azepan-1-yl)-5-oxo-5,6-dihydropyrimido[4,5-d]pyridazin-4-yl)amino)phenyl)piperazin-1-yl)acetonitrile N1(CCCCCC1)C=1N=C(C2=C(C=NNC2=O)N1)NC1=CC=C(C=C1)N1CCN(CC1)CC#N